2-(2-fluorophenyl)-4H-1,3,4-oxadiazine FC1=C(C=CC=C1)C=1OC=CNN1